(2S)-2-[(2-methylazetidine-1-carbonyl)amino]-4-[2-phenoxyethyl-[4-(5,6,7,8-tetrahydro-1,8-naphthyridin-2-yl)butyl]amino]butanoic acid CC1N(CC1)C(=O)N[C@H](C(=O)O)CCN(CCCCC1=NC=2NCCCC2C=C1)CCOC1=CC=CC=C1